C(=O)(O)C=1C=C(C=CC1C(=O)O)C(C)C1=CC(=C(C=C1)C(=O)O)C(=O)O 1,1-bis(3,4-dicarboxyphenyl)-ethane